C[Si](OCCCCCCCCCCCCCCO[Si](C)(C)C)(C)C 1,14-bis(trimethylsiloxy)tetradecane